COC(=O)C1=NN(C(C=C1O)=O)C=1C=NN(C1)C 4-Hydroxy-1-(1-methyl-1H-pyrazol-4-yl)-6-oxo-1,6-dihydropyridazine-3-carboxylic acid methyl ester